N-((2S,3S,4R)-5,6-Difluoro-3-hydroxy-2-methylchroman-4-yl)-6-(1H-pyrrolo[2,3-b]pyridin-4-yl)nicotinamide FC1=C2[C@H]([C@@H]([C@@H](OC2=CC=C1F)C)O)NC(C1=CN=C(C=C1)C1=C2C(=NC=C1)NC=C2)=O